FC([C@@H](C)OC1=CC=2N(C=C1C(=O)NC=1C(N(C=CC1)[C@@H]1[C@@H](C1)F)=O)C=C(N2)C21COC(C2)(C1)C)F 7-(((R)-1,1-difluoropropan-2-yl)oxy)-N-(1-((1S,2R)-2-fluorocyclopropyl)-2-oxo-1,2-dihydropyridin-3-yl)-2-(1-methyl-2-oxabicyclo[2.1.1]hexan-4-yl)imidazo[1,2-a]pyridine-6-carboxamide